(2-chloro-4-fluoro-phenyl)-[8-(3-ethyl-2-hydroxy-phenyl)-3,8-diazabicyclo[3.2.1]octan-3-yl]methanone ClC1=C(C=CC(=C1)F)C(=O)N1CC2CCC(C1)N2C2=C(C(=CC=C2)CC)O